6-fluoro-N-methyl-5-(4-((2-methyl-3-oxo-8-phenoxy-3,4-dihydroquinoxalin-6-yl)methyl)piperazin-1-yl)pyridinecarboxamide FC1=C(C=CC(=N1)C(=O)NC)N1CCN(CC1)CC=1C=C2NC(C(=NC2=C(C1)OC1=CC=CC=C1)C)=O